bromo(isobutyl)magnesium Br[Mg]CC(C)C